ClC=1C=C(C=NC1N1N=CC=N1)NC(=O)C1=C(C(=NS1)C1=CC=CC=C1)I N-[5-chloro-6-(1,2,3-triazol-2-yl)pyridin-3-yl]-4-iodo-3-phenyl-1,2-thiazole-5-carboxamide